C(C)(=O)N1CCN(CC1)C1=CC2=C(C=3N(C(N2CC2=CC(=CC(=C2)OC)OC)=O)C(=C(N3)C(C)C)C)N=C1 8-(4-acetylpiperazin-1-yl)-6-(3,5-dimethoxybenzyl)-3-methyl-2-(propan-2-yl)imidazo[1,2-c]pyrido[2,3-e]pyrimidin-5(6H)-one